(2-((4-amino-4-oxobut-2-en-1-yl)amino)-2-oxoethyl)-N-(1-(1-(naphthalen-1-yl)ethyl)piperidin-4-yl)cyclobutanecarboxamide NC(C=CCNC(CC1(CCC1)C(=O)NC1CCN(CC1)C(C)C1=CC=CC2=CC=CC=C12)=O)=O